3,7-dimethyl-nonaldehyde CC(CC=O)CCCC(CC)C